(R)-2-methyl-7-nitro-2,3-dihydro-[1,4]dioxino[2,3-b]pyridine C[C@H]1OC=2C(=NC=C(C2)[N+](=O)[O-])OC1